[Phenyl(dimethylfluorenyl)triazinyl](dibenzoselenophenyl)terphenyl C1(=CC=CC=C1)C1=C(C(=NN=N1)C=1C(=C(C=CC1)C=1C(=CC=CC1)C1=CC=CC=C1)C1=CC=CC=2[Se]C3=C(C21)C=CC=C3)C3=C(C(=CC=2C1=CC=CC=C1CC32)C)C